The molecule is the dianion of any alpha-D-hexose 1-phosphate arising from deprotonation of the phosphate OH groups; major species at pH 7.3. It is a conjugate base of an alpha-D-hexose 1-phosphate. C([C@@H]1C(C(C([C@H](O1)OP(=O)([O-])[O-])O)O)O)O